C(CCC=C)OC=1C=C(N)C=CC1 3-(pent-4-en-1-yloxy)aniline